C1(=CC=CC=C1)C[C@@H](C)N (R)-1-phenylpropan-2-amine